ClC=1C=NC2=CC=C(N=C2C1C=O)OC 3-chloro-6-methoxy-1,5-naphthyridine-4-carbaldehyde